benzyl (S)-2-(((benzyloxy)carbonyl)amino)-4-morpholinobutanoate C(C1=CC=CC=C1)OC(=O)N[C@H](C(=O)OCC1=CC=CC=C1)CCN1CCOCC1